3-(3-methacryloxy-2-hydroxypropoxy)propylbis(trimethylsiloxy)-methylsilane C(C(=C)C)(=O)OCC(COCCC[Si](C)(O[Si](C)(C)C)O[Si](C)(C)C)O